ClC1=CC=C(C=C1)C1=NN(C[C@@H]1C1=CC=CC=C1)C(NCCS(=O)(=O)N1CCNCC1)=NS(=O)(=O)C1=CC=C(C=C1)F (S)-3-(4-chlorophenyl)-N'-((4-fluorophenyl)sulfonyl)-4-phenyl-N-(2-(piperazin-1-ylsulfonyl)ethyl)-4,5-dihydro-1H-pyrazole-1-carboximidamide